OC[C@H](C1=CC=CC=C1)NC1=CC(=NC=C1C1=NC(=NO1)C1=CC=NC=C1)NC1=CC2=C(B(OC2C)O)C=C1 5-((4-(((S)-2-hydroxy-1-phenylethyl)amino)-5-(3-(pyridin-4-yl)-1,2,4-oxadiazol-5-yl)pyridin-2-yl)amino)-3-methylbenzo[c][1,2]oxaborol-1(3H)-ol